COC(=O)C12CC(C1)(C2)N2N=CC(=C2)Br 3-(4-bromo-1H-pyrazol-1-yl)bicyclo[1.1.1]pentane-1-carboxylic acid methyl ester